6-(2-(4-methoxypiperidin-1-yl)thieno[3,2-d]pyrimidin-4-yl)-2-methylquinoline-4,6-diamine COC1CCN(CC1)C=1N=C(C2=C(N1)C=CS2)C2(CC=1C(=CC(=NC1C=C2)C)N)N